8-(3-(2,6-dioxopiperidin-3-yl)benzofuran-5-yl)oct-7-yn-1-yl methanesulfonate CS(=O)(=O)OCCCCCCC#CC=1C=CC2=C(C(=CO2)C2C(NC(CC2)=O)=O)C1